CC1=C(C(=NC=C1)C1=CC=C2C=CC=NC2=C1)C=1C=NN(C1)CCC(C)C 7-{4-methyl-3-[1-(3-methylbutyl)-1H-pyrazol-4-yl]pyridin-2-yl}quinoline